OC1(CC1)C1=NNC(=N1)C1CC2(CN(C2)C(=O)N2CC3(C2)CC(C3)CC=3N(N=CC3C(F)(F)F)C)C1 [6-[3-(1-hydroxycyclopropyl)-1H-1,2,4-triazol-5-yl]-2-azaspiro[3.3]heptan-2-yl]-[6-[[2-methyl-4-(trifluoromethyl)pyrazol-3-yl]methyl]-2-azaspiro[3.3]heptan-2-yl]methanone